(R or S)-5-(2-(3-(2-ethoxy-propan-2-yl)-3-(2-(5-fluorothiophen-2-yl)ethyl)pyrrolidin-1-yl)propan-2-yl)-2-methylpyridine C(C)OC(C)(C)[C@]1(CN(CC1)C(C)(C)C=1C=CC(=NC1)C)CCC=1SC(=CC1)F |o1:6|